(M)-3-bromo-4-((5-fluoropyrimidin-4-yl)methoxy)-6''-(2-hydroxypropan-2-yl)-5',6-dimethyl-2H-[1,4':2',2''-terpyridin]-2-one BrC=1C(N(C(=CC1OCC1=NC=NC=C1F)C)C1=CC(=NC=C1C)C1=NC(=CC=C1)C(C)(C)O)=O